(4-fluoropiperidin-1-yl)(phenyl)methanone FC1CCN(CC1)C(=O)C1=CC=CC=C1